O=C(C(=O)OCC(F)(F)F)N1[C@H](CC[C@@H](C1)C)C=1C=CC2=CN(N=C2C1)C(C)C |r| 2,2,2-Trifluoroethyl 2-oxo-2-[rac-(2R,5S)-2-(2-isopropylindazol-6-yl)-5-methyl-1-piperidyl]acetate